CS(=O)[O-].[K+] potassium methanesulfinate